BrC1=C(SC=2N=CN=C(C21)O[C@@H](C(=O)OCC)CC2=C(C=CC(=C2)CCC(=O)OC(C)(C)C)OCC2=NC(=NC=C2)C2=C(C=CC=C2)OC)C2=CC=C(C=C2)F (R)-ethyl 2-((5-bromo-6-(4-fluorophenyl)thieno[2,3-d]pyrimidin-4-yl)oxy)-3-(5-(3-(tert-butoxy)-3-oxopropyl)-2-((2-(2-methoxyphenyl)pyrimidin-4-yl)methoxy)phenyl)propanoate